CN([C@]1(CN(CCC1)C1=CC(=C(C(=C1)F)S(=O)(=O)NC1=NOC=C1)F)CCC1=CC(=CC=C1)C(F)(F)F)C (R)-4-(3-(dimethylamino)-3-(3-(trifluoromethyl)phenethyl)piperidin-1-yl)-2,6-difluoro-N-(isoxazol-3-yl)benzenesulfonamide